N-[(2S)-1-amino-1-oxopropan-2-yl]-3,5-bis(trifluoromethyl)benzamide NC([C@H](C)NC(C1=CC(=CC(=C1)C(F)(F)F)C(F)(F)F)=O)=O